1-(2,3-dihydrobenzofuran-4-yl)imidazolidin-2-one O1CCC2=C1C=CC=C2N2C(NCC2)=O